1,1-bis(4-cyanooxyphenyl)cyclopentane C(#N)OC1=CC=C(C=C1)C1(CCCC1)C1=CC=C(C=C1)OC#N